1-(trans-4-(2-(6-(2,3-dichlorophenyl)-2,6-diazaspiro[3.3]heptan-2-yl)ethyl)cyclohexyl)-3-ethylurea ClC1=C(C=CC=C1Cl)N1CC2(CN(C2)CC[C@@H]2CC[C@H](CC2)NC(=O)NCC)C1